CC=1C=C(C=CC1C)N1C(CC(C1)C(=O)N1CCC(CC1)C1=NC(=NO1)C1=CC=C(C=C1)C)=O 1-(3,4-dimethylphenyl)-4-(4-(3-(p-tolyl)-1,2,4-oxadiazol-5-yl)piperidine-1-carbonyl)pyrrolidin-2-one